8-chloro-6-cyclopropyl-2-(methylsulfonyl)pyrido[3,4-d]pyrimidine ClC1=NC(=CC2=C1N=C(N=C2)S(=O)(=O)C)C2CC2